(S)-tert-butyl (1'-(1-benzyl-3-iodo-5-methyl-4-oxo-4,5-dihydro-1H-pyrazolo[3,4-d]pyrimidin-6-yl)-1,3-dihydrospiro[indene-2,4'-piperidin]-1-yl)carbamate C(C1=CC=CC=C1)N1N=C(C2=C1N=C(N(C2=O)C)N2CCC1(CC2)[C@@H](C2=CC=CC=C2C1)NC(OC(C)(C)C)=O)I